(+/-)-benzyl ((5-(4-(((3S,4R)-3-fluoro-1-methylpiperidin-4-yl)amino)-1-(2,2,2-trifluoroethyl)-1H-indol-2-yl)-1,3,4-thiadiazol-2-yl)methyl)(methyl)carbamate F[C@H]1CN(CC[C@H]1NC1=C2C=C(N(C2=CC=C1)CC(F)(F)F)C1=NN=C(S1)CN(C(OCC1=CC=CC=C1)=O)C)C |r|